1-(2-(difluoromethoxy)-5-((2-methoxyethyl)sulfonyl)phenyl)-3-methyl-6-(pyrazolo[1,5-a]pyrimidin-3-yl)-1H-pyrazolo[4,3-c]pyridine FC(OC1=C(C=C(C=C1)S(=O)(=O)CCOC)N1N=C(C=2C=NC(=CC21)C=2C=NN1C2N=CC=C1)C)F